NCC1N(CCCC1)S(=O)(=O)C=1C(=C(N(C1)C)C(=O)NC1=CC(=C(C=C1)F)F)F 4-((2-(aminomethyl)piperidin-1-yl)sulfonyl)-N-(3,4-difluorophenyl)-3-fluoro-1-methyl-1H-pyrrole-2-carboxamide